6-(3-amino-5-fluoro-6-(4-(8-methyl-5-oxa-2,8-diazaspiro[3.5]nonan-2-yl)phenyl)pyrazin-2-yl)-4-fluoro-3-methylisoquinolin-1(2H)-one NC=1C(=NC(=C(N1)F)C1=CC=C(C=C1)N1CC2(C1)OCCN(C2)C)C=2C=C1C(=C(NC(C1=CC2)=O)C)F